CN1CCN(CC1)C=1C=CC(=NC1)NC=1C=CC(=C2CNC(C12)=O)C1=CC=NC=C1 7-[[5-(4-methylpiperazin-1-yl)-2-pyridinyl]amino]-4-(4-pyridinyl)isoindolin-1-one